(Z)-N'-hydroxy-N-phenyl-formamidine O\N=C/NC1=CC=CC=C1